C(C1=CC=CC=C1)OC1=CC2=C(C=C1)N1N(C(C(C1)(C)C)=O)C21C(N(C(C1)=O)C)=O 7-(Benzyloxy)-1',2,2-trimethyl-2,3-dihydro-1H-spiro[pyrazolo[1,2-a]indazole-9,3'-pyrrolidine]-1,2',5'-trione